[2H]C1=NC=C(C(=C1C(=O)N[C@@H](CC(=O)OC(C)(C)C)C)OC)C1=CC=C2C(=NNC2=C1)C(NC)=O tert-butyl (3R)-3-{[2-(deutero)-methoxy-5-[3-(methylcarbamoyl)-1H-indazol-6-yl]pyridin-3-yl]formamido}butanoate